8-bromo-3,6-dimethyl-2-thioxo-2,3-dihydroquinazolin-4(1H)-one BrC=1C=C(C=C2C(N(C(NC12)=S)C)=O)C